N-(1-methyl-3-(4'-(2-(3-oxopyrrolidin-1-yl)ethoxy)-4,5,5',6'-tetrahydro-2H-spiro[furan-3,8'-pyrano[3,4-b]pyridin]-2'-yl)-1H-pyrrolo[2,3-c]pyridin-5-yl)acetamide CN1C=C(C=2C1=CN=C(C2)NC(C)=O)C2=CC(=C1C(=N2)C2(OCC1)COCC2)OCCN2CC(CC2)=O